C(CCCCCCCCCCCCCCC)N1[C@H]([C@@H]([C@H](C2=CC(=CC=C12)C(=O)OCC)NC1=NC=CC(=N1)C)C)C (2S,3R,4R)-ethyl 1-cetyl-2,3-dimethyl-4-((4-methylpyrimidin-2-yl)amino)-1,2,3,4-tetrahydroquinoline-6-carboxylate